N-(4-((3-aminophenyl)(hydroxy)methyl)phenyl)acetamide NC=1C=C(C=CC1)C(C1=CC=C(C=C1)NC(C)=O)O